FC1=CC=C(COC=2C=C(C=CC2NS(=O)(=O)CC(F)(F)F)C2=NNC(=C2C(=O)N)NC2=NC(=CC=C2)C(F)(F)F)C=C1 3-(3-((4-fluorobenzyl)oxy)-4-((2,2,2-trifluoroethyl)sulfonamido)phenyl)-5-((6-(trifluoromethyl)pyridin-2-yl)amino)-1H-pyrazole-4-carboxamide